7-(8-ethynyl-7-fluoronaphthalen-1-yl)-8-fluoro-N-methyl-2-(8-methyl-3,8-diazabicyclo[3.2.1]octan-3-yl)-N-(((R)-piperidin-2-yl)methyl)pyrido[4,3-d]pyrimidin-4-amine C(#C)C=1C(=CC=C2C=CC=C(C12)C1=C(C=2N=C(N=C(C2C=N1)N(C[C@@H]1NCCCC1)C)N1CC2CCC(C1)N2C)F)F